(2,3-dibromophenyl)methanol BrC1=C(C=CC=C1Br)CO